(R)-azetidin-1-yl(5-(2-(5-fluoropyridin-3-yl)pyrrolidin-1-yl)pyrazolo[1,5-a]pyrimidin-3-yl)methanone N1(CCC1)C(=O)C=1C=NN2C1N=C(C=C2)N2[C@H](CCC2)C=2C=NC=C(C2)F